N1(N=CN=C1)C[C@@]1(C[C@@H](CO1)COC1=C(C=C(C=C1)N1CCN(CC1)C1=CC=C(C(=O)NC2=C(C=C(C=C2)Cl)F)C=C1)C)C1=C(C=C(C=C1)F)F 4-(4-(4-(((3R,5R)-5-((1H-1,2,4-triazol-1-yl)methyl)-5-(2,4-difluorophenyl)tetrahydrofuran-3-yl)methoxy)-3-methylphenyl)piperazin-1-yl)-N-(4-chloro-2-fluorophenyl)benzamide